N1=C(C=NC=C1)NC1=C(C(=NN1)C1=CC=C(C=C1)NS(=O)(=O)C1=CC=C(C=C1)C(F)(F)F)C(=O)N 5-(pyrazin-2-ylamino)-3-(4-((4-(trifluoromethyl)phenyl)sulfonamido)phenyl)-1H-pyrazole-4-carboxamide